O1C(COC(C1)CO)CO (1,4-dioxane-2,5-diyl)dimethanol